1-(7-((4-(trifluoromethyl)benzyl)oxy)-3,4-dihydroisoquinolin-2(1H)-yl)prop-2-en-1-one FC(C1=CC=C(COC2=CC=C3CCN(CC3=C2)C(C=C)=O)C=C1)(F)F